CCCCCCCCCCCCCCCC(=O)OC[C@H](COP(=O)(O)OC[C@H](COP(=O)(O)O)O)OC(=O)CCCCCCCCCCCCCCC The molecule is a 3-(3-sn-phosphatidyl)-sn-glycerol 1-phosphate in which both phosphatidyl acyl groups are specified as hexadecanoyl (palmitoyl). It has a role as a Brassica napus metabolite. It derives from a hexadecanoic acid.